Cl.Cl.Cl.O1CCN(CC1)CCN1C(=NC2=C1C=C1C(=C2)OCCO1)CCN 2-(1-(2-morpholinoethyl)-6,7-dihydro-1H-[1,4]dioxino[2',3':4,5]benzo[1,2-d]imidazol-2-yl)ethan-1-amine trihydrochloride